N-[7-benzyloxy-5-fluoro-6-(1,1,4-trioxo-1,2,5-thiadiazolidin-2-yl)-2-naphthyl]-2-[4-[1-(2,6-dioxo-3-piperidyl)-3-methyl-2-oxo-benzimidazol-5-yl]-1-piperidyl]-2-oxo-acetamide C(C1=CC=CC=C1)OC1=C(C(=C2C=CC(=CC2=C1)NC(C(=O)N1CCC(CC1)C1=CC2=C(N(C(N2C)=O)C2C(NC(CC2)=O)=O)C=C1)=O)F)N1S(NC(C1)=O)(=O)=O